OC[C@H](C(C)(C)C)NC(=O)[C@@H]1[C@H]2C([C@H]2CN1C([C@H](CC(C)C)NC(=O)C=1NC2=CC=CC=C2C1)=O)(C)C N-((S)-1-((1R,2S,5S)-2-(((S)-1-hydroxy-3,3-dimethylbutan-2-yl)carbamoyl)-6,6-dimethyl-3-azabicyclo[3.1.0]hexan-3-yl)-4-methyl-1-oxopentan-2-yl)-1H-indole-2-carboxamide